4-bromo-2-(4-(tert-Butoxycarbonylamino)-3-chlorophenyl-amino)benzoic acid BrC1=CC(=C(C(=O)O)C=C1)NC1=CC(=C(C=C1)NC(=O)OC(C)(C)C)Cl